O1C(=CC2=C1C=CC=C2)C(C(CC)NC)=O 1-(benzofuran-2-yl)-2-(methylamino)butan-1-one